N-(1-(1-(difluoromethyl)-1H-benzo[d]imidazol-2-yl)piperidin-4-yl)-3-(2,3-difluorophenyl)-1-methyl-1H-indazol-6-amine FC(N1C(=NC2=C1C=CC=C2)N2CCC(CC2)NC2=CC=C1C(=NN(C1=C2)C)C2=C(C(=CC=C2)F)F)F